(2-(2-(2-chloro-4-(methoxymethoxy)phenyl)thiazol-4-yl)acetamido)methanesulfonic acid ClC1=C(C=CC(=C1)OCOC)C=1SC=C(N1)CC(=O)NCS(=O)(=O)O